C(#N)[C@@H]1CN(CC1)S(=O)(=O)N[C@@H]1C[C@@H](C1)N(C=1C2=C(N=CN1)NC=C2)C (3S)-3-cyano-N-{cis-3-[methyl(7H-pyrrolo[2,3-d]pyrimidin-4-yl)amino]cyclobutyl}-pyrrolidine-1-sulfonamide